FC(C(CC1=CC(=C(C=N1)C1=C(C(=NN1CC)C(=O)NCC1(CCC(CC1)S(=O)(=O)C)O)C)OC(F)F)(C)C)F 5-(6-(3,3-Difluoro-2,2-dimethylpropyl)-4-(difluoromethoxy)pyridin-3-yl)-1-ethyl-N-(((1s,4s)-1-hydroxy-4-(methylsulfonyl)cyclohexyl)methyl)-4-methyl-1H-pyrazole-3-carboxamide